CC(CCCCCCCCCC=CCCCCCCCCCCCCCCCC)CCCCCCCCCCCC 28-Methyl-17-tetracontene